rac-(3aR,7S,7aR)-5,5-diethyl-1,3,3,7-tetramethylocta-hydrobenzo[c]isoxazole C(C)C1(C[C@@H]2[C@H](N(OC2(C)C)C)[C@H](C1)C)CC |r|